(S)-3-(dimethylamino)-1-(thiophene-2-yl)propan-1-ol CN(CC[C@H](O)C=1SC=CC1)C